NCCOC1=CC(=NC(=C1)C)NC=1SC(=CN1)C1=CC=CC=C1 N-[4-(2-aminoethoxy)-6-methyl-2-pyridyl]-5-phenyl-thiazol-2-amine